(2R,5S)-4-(4-(1H-pyrazol-1-yl)cyclohexyl)-5-(4-chlorobenzyl)-2-((methylsulfonyl)methyl)-morpholine hydrochloride Cl.N1(N=CC=C1)C1CCC(CC1)N1C[C@@H](OC[C@@H]1CC1=CC=C(C=C1)Cl)CS(=O)(=O)C